NC=1C(=NC(=C(N1)C1=CC=C(C=C1)F)C=1C=CC2=C(N(C=N2)C)C1)C(=O)NCC1=NC=CC=C1NCCO 3-amino-5-(4-fluorophenyl)-N-([3-[(2-hydroxyethyl)amino]pyridin-2-yl]methyl)-6-(1-methyl-1H-1,3-benzodiazol-6-yl)pyrazine-2-carboxamide